(2S,4R)-4-cyclohexyl-1-(1H-Indole-2-carbonyl)-N-((S)-1-oxo-3-((S)-2-oxopyrrolidin-3-yl)propan-2-yl)pyrrolidine-2-carboxamide C1(CCCCC1)[C@H]1C[C@H](N(C1)C(=O)C=1NC2=CC=CC=C2C1)C(=O)N[C@H](C=O)C[C@H]1C(NCC1)=O